FC(C1OCCN(C1)C=1C=CC2=C(N=C(O2)C2=CN=C(C3=CN=C(C=C23)N)NC)C1)F 4-(5-(2-(difluoromethyl)morpholino)benzo[d]oxazol-2-yl)-N1-methyl-2,7-naphthyridine-1,6-diamine